C(C)C=1C=CC(=NC1)CC/C=C/C1=CC=C2CCC(C2=C1)=O (E)-6-(4-(5-ethylpyridin-2-yl)but-1-en-1-yl)-2,3-dihydro-1H-inden-1-one